N-(4-AMINO-3,4-DIOXO-1-PHENYLBUTAN-2-YL)-1-BENZYL-1H-PYRAZOLE-3-CARBOXAMIDE NC(C(C(CC1=CC=CC=C1)NC(=O)C1=NN(C=C1)CC1=CC=CC=C1)=O)=O